C(C)C1OC2=C(OC1)C=CC=C2N2CC(NCC2)CC 3-Ethyl-5-(3-ethylpiperazin-1-yl)-2,3-dihydro-1,4-benzodioxine